N-(4-((10H-benzo[b]pyrido[2,3-e][1,4]oxazin-4-yl)oxy)phenyl)-1-cyclopropyl-5-(4-fluorophenyl)-4-oxo-1,4-dihydropyridine-3-carboxamide N1=CC=C(C2=C1NC1=C(O2)C=CC=C1)OC1=CC=C(C=C1)NC(=O)C1=CN(C=C(C1=O)C1=CC=C(C=C1)F)C1CC1